C1(=CC=CC=C1)P(C1=NC2=CC=C(C=C2C(=C1)C(F)F)Cl)(C1=CC=CC=C1)=O diphenyl-(6-chloro-4-difluoromethyl-quinolin-2-yl)phosphorus oxide